ethyl 1-[(6-{5-azaspiro[2.3]hexan-5-yl}-2-ethenylpyridin-3-yl)methyl]-1H-pyrazole-4-carboxylate C1CC12CN(C2)C2=CC=C(C(=N2)C=C)CN2N=CC(=C2)C(=O)OCC